C1([C@@H]2N(C(CN1)=O)CCNC2)=O (R)-hexahydro-1H-pyrazino[1,2-a]pyrazine-1,4(6H)-dione